N,N'-(1,2-phenylene)bis(1-hydroxy-6-oxo-1,6-dihydropyridine-2-carboxamide) C1(=C(C=CC=C1)NC(=O)C=1N(C(C=CC1)=O)O)NC(=O)C=1N(C(C=CC1)=O)O